NC=1OC2=C(C=NC=C2C=2C[C@@H](OCC2)C(=O)N2[C@H](C3=C(C=C(C=C3CC2)Cl)Cl)C)N1 ((R)-4-(2-aminooxazolo[4,5-c]pyridin-7-yl)-3,6-dihydro-2H-pyran-2-yl)((S)-6,8-dichloro-1-methyl-3,4-dihydroisoquinolin-2(1H)-yl)methanone